FC1=C(C=CC(=C1)NC(=O)[C@H]1[C@H]2CC[C@@H]([C@H]1C1=CC(=NN1C)C(F)(F)F)O2)C2=C(C=CC=C2)F (1R,2R,3R,4S)-N-(2,2'-difluoro-[1,1'-biphenyl]-4-yl)-3-(1-methyl-3-(trifluoromethyl)-1H-pyrazol-5-yl)-7-oxabicyclo[2.2.1]heptane-2-carboxamide